C1(CC1)C1=C(C=CC(=C1)C(F)(F)F)CC1CCN(CC1)C(=O)N1C[C@@H]2[C@@H](OCC(N2)=O)CC1 (4aR,8aS)-6-[4-[[2-Cyclopropyl-4-(trifluoromethyl)phenyl]methyl]piperidine-1-carbonyl]-4,4a,5,7,8,8a-hexahydropyrido[4,3-b][1,4]oxazin-3-one